7-bromo-8-fluoro-2-(((2R,7aS)-2-fluorotetrahydro-1H-pyrrolizin-7a(5H)-yl)methoxy)-4-(methylthio)-6-(trifluoromethyl)quinazoline BrC1=C(C=C2C(=NC(=NC2=C1F)OC[C@]12CCCN2C[C@@H](C1)F)SC)C(F)(F)F